bipyridone C1C=CN=C(C1=O)C2=CC=CC=N2